C(C)(C)(C)C1CNCCO1 2-tert-butylmorpholine